(6,7-dichloro-1-methyl-1,3,4,5-tetrahydro-2H-pyrido[4,3-b]indol-2-yl)(6,7-dihydro-5H-pyrimido[4,5-b][1,4]oxazin-2-yl)methanone ClC1=C(C=CC=2C3=C(NC12)CCN(C3C)C(=O)C=3N=CC1=C(OCCN1)N3)Cl